2-cyano-1-(5-(1-(2-tetrahydrothienylformyl)pyrrolidine-3-yl)pentyl)-3-(4-pyridinyl)guanidine C(#N)N=C(NCCCCCC1CN(CC1)C(=O)C1SCCC1)NC1=CC=NC=C1